FC1=C(C=CC(=C1)I)NC=1C=NC=C2CCN(C(C12)=O)OCCO 8-(2-fluoro-4-iodophenylamino)-2-(2-hydroxyethoxy)-3,4-dihydro-2,6-naphthyridin-1(2H)-one